COC1=CC=C(C=C1)C(OCC12OCC(N(C1)C(=O)NC)C2O)(C2=CC=CC=C2)C2=CC=C(C=C2)OC 1-[[bis(4-methoxyphenyl)phenylmethoxy]methyl]-7-hydroxy-N-methyl-2-oxa-5-azabicyclo[2.2.1]heptane-5-carboxamide